C(C(C(=O)O)[NH3+])O The molecule is an alpha-amino-acid cation that is the conjugate acid of serine. It has a role as a fundamental metabolite. It is a conjugate acid of a serine.